CN(CCC1(CN=C(C=C1)N)NC)C 3-(2-(dimethylamino)ethyl)-N3-methylpyridine-3,6-diamine